FC(C=1C=CC=2N(N1)C(=CN2)C2=NC=NC(=C2)C2CCN(CCC2)S(=O)(=O)C)F 6-(difluoromethyl)-3-[6-(1-methanesulfonylazepan-4-yl)pyrimidin-4-yl]imidazo[1,2-b]pyridazine